ClC=1C=C(C=CC1)SC=1N=NC(=C(C1C(=O)O)CC)CC 3-[(3-Chlorophenyl)thio]-5,6-diethylpyridazine-4-carboxylic acid